4,7,10,13,16-pentaoxo-3,6,9,12,15-pentaazaeicosane-1,20-dioic acid O=C(NCC(=O)O)CNC(CNC(CNC(CNC(CCCC(=O)O)=O)=O)=O)=O